N1=NC(=CC2=C1C1=C(CCC2)C=CC=C1)N1N=C(N=C1N)NC1=CC=C(C=C1)C=CCN1CCCC1 1-(6,7-dihydro-5H-benzo[6,7]cyclohepta[1,2-c]pyridazin-3-yl)-N3-(4-(pyrrolidin-1-ylprop-1-enyl)phenyl)-1H-1,2,4-triazole-3,5-diamine